5-amino-2-chloro-3-fluoro-N-(2-oxopropyl)benzamide [(2S,3R,4R,5R)-4-acetoxy-3-(2-azidoethyl)-5-[2-(2-methylpropanoylamino)-6-oxo-1H-purin-9-yl]tetrahydrofuran-2-yl]methyl-benzoate C(C)(=O)O[C@@H]1[C@@H]([C@H](O[C@H]1N1C=2N=C(NC(C2N=C1)=O)NC(C(C)C)=O)COC(C1=CC=CC=C1)=O)CCN=[N+]=[N-].NC=1C=C(C(=C(C(=O)NCC(C)=O)C1)Cl)F